The molecule is a medium-chain fatty acyl-CoA that results from the formal condensation of the thiol group of coenzyme A with the carboxy group of undecanoic acid. It derives from an undecanoic acid. It is a conjugate base of an undecanoyl-CoA(4-). CCCCCCCCCCC(=O)SCCNC(=O)CCNC(=O)[C@@H](C(C)(C)COP(=O)(O)OP(=O)(O)OC[C@@H]1[C@H]([C@H]([C@@H](O1)N2C=NC3=C(N=CN=C32)N)O)OP(=O)(O)O)O